N1(CCCCC1)C1=C(C=C(C(=O)NCC2=C(C(=O)O)C=CC=C2)C=C1)NC(=O)C1=NN(C2=CC=CC=C12)CC(F)(F)F 2-((4-(piperidin-1-yl)-3-(1-(2,2,2-trifluoroethyl)-1H-indazole-3-carboxamido)benzamido)methyl)benzoic acid